2-Ethoxyethylacrylat C(C)OCCOC(C=C)=O